2-(3-((2-amino-4-chloro-6-methylpyrimidin-5-yl)methyl)-4-methoxyphenyl)-2-methyl-propionitrile NC1=NC(=C(C(=N1)Cl)CC=1C=C(C=CC1OC)C(C#N)(C)C)C